8-chloro-6-(((S)-(1-((S)-1-methoxypropan-2-yl)-1H-1,2,3-triazol-4-yl)(2-methyl-1-oxo-1,2-dihydroisoquinolin-5-yl)methyl)amino)-4-(neopentylamino)quinoline-3-carbonitrile ClC=1C=C(C=C2C(=C(C=NC12)C#N)NCC(C)(C)C)N[C@@H](C1=C2C=CN(C(C2=CC=C1)=O)C)C=1N=NN(C1)[C@H](COC)C